CC(C(=O)O)CNCC#C.NC1CCC(CC1)NC1=NC=CC(=N1)C=1C=NC=CC1OC1=C(C=C(C=C1)NS(=O)(=O)C1=C(C=C(C=C1C)C)C)F N-[4-[[3-[2-[(1r,4r)-(4-Aminocyclohexyl)amino]pyrimidin-4-yl]-4-pyridyl]oxy]-3-fluorophenyl]2,4,6-trimethylbenzenesulfonamide 2-methyl-3-[(prop-2-yn-1-yl)amino]propanoate